1-[3-acetyl-6-[6-[(6-methylpyridazin-3-yl)amino]benzimidazol-1-yl]-2-pyridinyl]-5-methyl-pyrazole-4-carbonitrile C(C)(=O)C=1C(=NC(=CC1)N1C=NC2=C1C=C(C=C2)NC=2N=NC(=CC2)C)N2N=CC(=C2C)C#N